CN(S(=O)(=O)C1=CC=C(C=C1)C1=CC=C(C=C1)C(C)(C)C1=CC=C(C=C1)N1N=C(N=C1C)C(=O)N)C 1-(4-(2-(4'-(N,N-dimethylsulfamoyl)-[1,1'-biphenyl]-4-yl)propan-2-yl)phenyl)-5-methyl-1H-1,2,4-triazole-3-carboxamide